2-{[2-({4-[1-(1-methylpiperidin-4-yl)pyrazol-4-yl]-2,3-dihydro-1-benzofuran-7-yl}amino)-5-(trifluoromethyl)pyrimidin-4-yl]amino}-N-(trideuteriomethyl)benzamide CN1CCC(CC1)N1N=CC(=C1)C1=CC=C(C2=C1CCO2)NC2=NC=C(C(=N2)NC2=C(C(=O)NC([2H])([2H])[2H])C=CC=C2)C(F)(F)F